glucose (pyruvate) C(C(=O)C)(=O)O.O=C[C@H](O)[C@@H](O)[C@H](O)[C@H](O)CO